O=C1N(C(CC1)=O)C(C(=O)O)N1C(C=CC1=O)=O.C(C)(C)(C)C=1C(=C(C(=C(C1)[N+](=O)[O-])Br)C(F)(F)F)F tert-butyl-2-bromo-4-fluoro-1-nitro-3-(trifluoromethyl)benzene 2,5-dioxopyrrolidin-1-yl-2-(2,5-dioxo-2,5-dihydro-1H-pyrrol-1-yl)acetate